2-(8-(2,5-dimethylphenoxy)-1,1-difluoro-5,5-dimethyloct-1-en-2-yl)naphthalene CC1=C(OCCCC(CCC(=C(F)F)C2=CC3=CC=CC=C3C=C2)(C)C)C=C(C=C1)C